C1=CC=C(C=2OC=3C(=CC=CC3CC12)P(O)(=O)O)P(O)(=O)O 4,5-xanthenediphosphonic acid